ClC(=O)[C@H]1N([C@@H]2C[C@@H]2C1)C(C(=O)OC)=O methyl 2-((1r,3s,5r)-3-(chlorocarbonyl)-2-azabicyclo[3.1.0]hex-2-yl)-2-oxoacetate